BrC1=CC=C(CNC2=C3N=CN(C3=NC=N2)[C@H]2[C@@H](O)[C@H](O)[C@H](O2)CO)O1 6-(5-Bromofurfurylamino)-9-β-D-arabinofuranosylpurin